tert-butyl (3-amino-4-ethylphenyl)carbamate NC=1C=C(C=CC1CC)NC(OC(C)(C)C)=O